(3S,4S)-1-Cyclobutyl-4-{[5-(2,4-difluoro-phenyl)-isoxazole-3-carbonyl]-amino}-piperidine-3-carboxylic acid (1-methyl-1-pyrimidin-2-yl-ethyl)-amide CC(C)(C1=NC=CC=N1)NC(=O)[C@H]1CN(CC[C@@H]1NC(=O)C1=NOC(=C1)C1=C(C=C(C=C1)F)F)C1CCC1